(R)-tert-Butyl 4'-((5-(1-(4-methoxyphenyl)ethylcarbamoyl)-2,3-dimethyl-1H-indol-1-yl)methyl)biphenyl-2-carboxylate COC1=CC=C(C=C1)[C@@H](C)NC(=O)C=1C=C2C(=C(N(C2=CC1)CC1=CC=C(C=C1)C=1C(=CC=CC1)C(=O)OC(C)(C)C)C)C